(+)-3-methoxy-N-methyl-morphinan COC=1C=CC=2C[C@@H]3[C@@H]4CCCC[C@@]4(C2C1)CCN3C